N-Isopropyl-3-[3-(4-methoxy-benzyl)-3H-imidazo[4,5-b]pyridin-2-yl]-propionamide C(C)(C)NC(CCC1=NC=2C(=NC=CC2)N1CC1=CC=C(C=C1)OC)=O